3-(6-Chloro-7-(3,3-difluoroazetidin-1-yl)-[1,2,4]triazolo[4,3-b]pyridazin-3-yl)-5-methylisoxazole ClC=1C(=CC=2N(N1)C(=NN2)C2=NOC(=C2)C)N2CC(C2)(F)F